C12C(C(C(C=C1)C2)C(=O)O)C(=O)O bicyclo-[2.2.1]-5-heptene-2,3-dicarboxylic acid